(E)-4-bromobenzaldehyde O-(1-methyl-3-(trifluoromethyl)-1H-pyrazole-4-carbonyl) oxime CN1N=C(C(=C1)C(=O)O\N=C\C1=CC=C(C=C1)Br)C(F)(F)F